BrC1=CC2=C(N(N=C2C(=C1)F)C)F 5-bromo-3,7-difluoro-2-methylindazole